OC(C)(C)C=1C(NC=CC1C)=O 3-(2-hydroxypropan-2-yl)-4-methylpyridin-2(1H)-one